FC1=CC(C=C2C3=C(C4=C5C(=COC4=C21)C=CC=C5)C=CC=C3)=O 8-fluoro-6H-tribenzo[c,f,H]chromen-6-one